The molecule is the L-enantiomer of pipecolic acid. It is a metabolite of lysine. It has a role as a human metabolite and a plant metabolite. It is a conjugate base of a L-pipecolate. It is an enantiomer of a D-pipecolic acid. It is a tautomer of a L-pipecolic acid zwitterion. C1CCN[C@@H](C1)C(=O)O